2-(4-iodo-3-fluorophenyl)-1,1,1,3,3,3-hexafluoro-2-propanol IC1=C(C=C(C=C1)C(C(F)(F)F)(C(F)(F)F)O)F